5-Bromo-1-chloro-2-isopropyl-3-methoxybenzene BrC=1C=C(C(=C(C1)Cl)C(C)C)OC